1,2-bis[2-oxo-1,3-oxathiolan-5-yl]1,2-cyclohexanedicarboxylic acid O=C1OC(CS1)C1(C(CCCC1)(C(=O)O)C1CSC(O1)=O)C(=O)O